C1(CCCC1)[C@H]1CCNN1 (R)-5-cyclopentyl-pyrazolidine